ClC=1C=C(C=C(C1OC#N)Cl)C(C)(C)C1=CC(=C(C(=C1)Cl)OC#N)Cl 2,2-bis(3,5-dichloro-4-cyanatophenyl)propane